(R)-4-(2-(1-((2,4-dimethylpyridin-3-yl)methyl)-3-(ethoxymethyl)pyrrolidin-3-yl)ethyl)benzonitrile CC1=NC=CC(=C1CN1C[C@@](CC1)(COCC)CCC1=CC=C(C#N)C=C1)C